(E)-4-[2-[2-[bis(tert-butoxycarbonyl)amino]ethoxy]ethoxy]but-2-enoic acid C(C)(C)(C)OC(=O)N(CCOCCOC/C=C/C(=O)O)C(=O)OC(C)(C)C